ethyl-2-propan-2-yl-1,3-thiazole C(C)C=1N=C(SC1)C(C)C